C(C)N1C(=CC=C1)C(\C=C\C1=CC=CC=C1)=O (E)-1-(N-ethyl-pyrrol-2-yl)-3-phenylprop-2-en-1-one